O=C1NC(CCC1N1C(N(C2=C1C=CC(=C2)C#CCOCCOCCOCCOCCNC(OC(C)(C)C)=O)C)=O)=O tert-Butyl (15-(1-(2,6-dioxopiperidin-3-yl)-3-methyl-2-oxo-2,3-dihydro-1H-benzo[d]imidazol-5-yl)-3,6,9,12-tetraoxapentadec-14-yn-1-yl)carbamate